hexamethylpiperidine lithium salt [Li].CC1C(C(N(CC1)C)(C)C)(C)C